C(C1=CC=CC=C1)OC(=O)N[C@@H](CCCCN)C(=O)O (S)-N-benzyloxycarbonyl-lysine